6-(3,5-difluorophenethyl)-3-oxo-2,3-dihydropyridazin-4-yl 1H-pyrazole-5-carboxylate N1N=CC=C1C(=O)OC=1C(NN=C(C1)CCC1=CC(=CC(=C1)F)F)=O